P(OCC)(OCC)(OC1=CC=C2C(=CC(OC2=C1)=O)C)=S O,O-diethyl O-4-methyl-2-oxo-2H-chromen-7-yl phosphorothioate